(1R,3S,5R)-2-(2-(4-amino-8-methyl-9H-pyrido[2',3':4,5]pyrrolo[2,3-d]pyrimidin-9-yl)acetyl)-N-(6-bromopyridin-2-yl)-2-azabicyclo[3.1.0]hexane-3-carboxamide NC=1C2=C(N=CN1)N(C1=C2N=CC=C1C)CC(=O)N1[C@@H]2C[C@@H]2C[C@H]1C(=O)NC1=NC(=CC=C1)Br